(5-tert-butyl-2-phenyl-2H-pyrazol-3-yl)-carbamic acid phenyl ester C1(=CC=CC=C1)OC(NC=1N(N=C(C1)C(C)(C)C)C1=CC=CC=C1)=O